C(C1=CC=CC=C1)C1(CCN(CC1)C1=NC(=CN=C1)C=1C=NN(C1)C)O 4-benzyl-1-(6-(1-methyl-1H-pyrazol-4-yl)pyrazin-2-yl)piperidin-4-ol